COC1=CC=C(C=C1)N1N=NC(=C1C)CO [1-(4-methoxy-phenyl)-5-methyl-1H-[1,2,3]Triazol-4-yl]Methanol